(2S,4R)-6-chloro-N-{3-[5-(4-chlorophenyl)-2-oxo-1,3-oxazolidin-3-yl]bicyclo[1.1.1]pentan-1-yl}-4-hydroxy-3,4-dihydro-2H-1-benzopyran-2-carboxamide ClC=1C=CC2=C([C@@H](C[C@H](O2)C(=O)NC23CC(C2)(C3)N3C(OC(C3)C3=CC=C(C=C3)Cl)=O)O)C1